C(C)(C)C1=C(C(=CC=C1)C(C)C)N=C=N dl-2,6-diisopropylphenyl-carbodiimide